Cl.Cl.NC1=CSC=C1N 3,4-diaminothiophene dihydrochloride